(7-(2-(4-(6-fluorobenzo[b]thiophen-4-yl)piperazin-1-yl)ethyl)-2-oxo-3,4-dihydroquinolin-1(2H)-yl)methyl acetate C(C)(=O)OCN1C(CCC2=CC=C(C=C12)CCN1CCN(CC1)C1=CC(=CC=2SC=CC21)F)=O